(1R,5S,6r)-N-phenyl-3-azabicyclo[3.1.0]Hexane-6-carboxamide hydrochloride Cl.C1(=CC=CC=C1)NC(=O)C1[C@H]2CNC[C@@H]12